The molecule is the conjugate base of testolic acid; major species at pH 7.3. It is a conjugate base of a testolic acid. C[C@]12CCC(=O)C=C1CC[C@@H]3[C@@H]2CC[C@]([C@H]3CCC(=O)[O-])(C)O